(1s,4s)-4-((5-(2-(2-aminopyridin-3-yl)-5-phenyl-3H-imidazo[4,5-b]pyridin-3-yl)pyridin-2-yl)amino)cyclohexane-1-carboxylic acid NC1=NC=CC=C1C1=NC=2C(=NC(=CC2)C2=CC=CC=C2)N1C=1C=CC(=NC1)NC1CCC(CC1)C(=O)O